2-(2-{[4-ethyl-5-(2-phenylethyl)-4H-1,2,4-triazol-3-yl]sulfanyl}acetamido)-6-methyl-4,5,6,7-tetrahydro-1-benzothiophene-3-carboxamide C(C)N1C(=NN=C1CCC1=CC=CC=C1)SCC(=O)NC=1SC2=C(C1C(=O)N)CCC(C2)C